(S)-N1-(2-methylbenzyl)-N1-(2-methylbutyl)oxalamide CC1=C(CN(C(C(=O)N)=O)C[C@H](CC)C)C=CC=C1